1-bromo-3-(4-chlorophenyl)propane BrCCCC1=CC=C(C=C1)Cl